methyl 5-[4-[4-(dimethoxymethyl)-1-piperidyl]phenyl]-6-[4-(trifluoromethyl)phenyl]-8,9-dihydro-7H-benzo[7]annulene-2-carboxylate COC(C1CCN(CC1)C1=CC=C(C=C1)C1=C(CCCC2=C1C=CC(=C2)C(=O)OC)C2=CC=C(C=C2)C(F)(F)F)OC